sodium 3-(3-bromophenyl)-3-(3-(1-ethyl-4-hydroxy-5-methyl-2-oxo-1,2-dihydropyridin-3-yl) ureido)propanoate BrC=1C=C(C=CC1)C(CC(=O)[O-])NC(=O)NC=1C(N(C=C(C1O)C)CC)=O.[Na+]